OCCN(C1=NC(=NC(=N1)NCC1=CC(=CC=C1)F)N1CC(CCC1)C(=O)NCCCN1CCCC1)CCO 1-(4-(bis(2-hydroxyethyl)amino)-6-((3-fluorobenzyl)amino)-1,3,5-triazin-2-yl)-N-(3-(pyrrolidin-1-yl)propyl)piperidine-3-carboxamide